phosphotitanium P(=O)(=O)[Ti]